F[P-](F)(F)(F)(F)F.N1(N=NC2=C1N=CC=C2)OC(=[N+](C)C)N(C)C 2-7-aza-1h-benzotriazole-1-yl-1,1,3,3-tetramethyluronium hexafluorophosphate